pyrrolidin-1-yl(3-((1S,3R)-3-((5-(trifluoromethyl)pyrimidin-2-yl)amino)cyclohexyl)-[1,2,4]triazolo[4,3-a]pyridin-6-yl)methanone N1(CCCC1)C(=O)C=1C=CC=2N(C1)C(=NN2)[C@@H]2C[C@@H](CCC2)NC2=NC=C(C=N2)C(F)(F)F